O[C@H](CNC(C1=CC=C(C=C1)C(=O)N1CCOCC1)=O)[C@H]1N(CC2=CC(=CC=C2C1)OCC1=CN=CO1)C(=O)OC(C)(C)C tert-butyl (3S)-3-[(1R)-1-hydroxy-2-[[4-(morpholine-4-carbonyl)benzoyl]amino]ethyl]-7-(oxazol-5-ylmethoxy)-3,4-dihydro-1H-isoquinoline-2-carboxylate